3-(5-(Bromomethyl)pyridin-2-yl)piperidine-2,6-dione BrCC=1C=CC(=NC1)C1C(NC(CC1)=O)=O